N[C@]1(CN(CC1)C1=C(C(=C(C=C1Cl)Cl)CN(C)C)CN1C2=NC=NC(=C2N=C1)N)C(=O)NC1CC1 (R)-3-Amino-1-(2-((6-amino-9H-purin-9-yl)methyl)-4,6-dichloro-3-((dimethylamino)methyl)phenyl)-N-cyclopropylpyrrolidin-3-carboxamid